C(C)(C)(C)OOC(C)(C)C1=CC(=CC(=C1)C(C)(C)OOC(C)(C)C)C(C)(C)OOC(C)(C)C 1,3,5-tris[(tert-butylperoxy)isopropyl]benzene